4-(5-pyridin-2-yl-1H-pyrazol-4-yl)quinoline N1=C(C=CC=C1)C1=C(C=NN1)C1=CC=NC2=CC=CC=C12